N1CCC(CC1)N1N=NC=C1 1-(piperidin-4-yl)-1H-1,2,3-triazol